2-[6-amino-5-(trifluoromethyl)pyridin-3-yl]-N-[2-(3-chloropyridin-4-yl)propan-2-yl]-6,7-dihydrospiro[pyrazolo[5,1-c][1,4]oxazine-4,3'-pyrrolidine]-1'-carboxamide NC1=C(C=C(C=N1)C1=NN2C(=C1)C1(CN(CC1)C(=O)NC(C)(C)C1=C(C=NC=C1)Cl)OCC2)C(F)(F)F